N12CC(C(CC1)CC2)N(C(O)=O)[C@H]2C(CCC1=CC=C(C=C21)C2=C(C=CC=C2)OC(F)(F)F)(C)C.C(C(=C)C)(=O)OCCC[Si](OCCOC)(OCCOC)OCCOC gamma-methacryloxypropyl-tris(2-methoxyethoxy)silane (S)-quinuclidin-3-yl-(2,2-dimethyl-7-(2-(trifluoromethoxy)phenyl)-1,2,3,4-tetrahydronaphthalen-1-yl)carbamate